O[C@@H]1C([C@@H]2CC[C@]3([C@@]4(CC[C@@]5([C@@H]([C@H]4CC[C@@H]3[C@]2(CC1)C)[C@@H](CC5)C5(CC5)C)NC(OC(C)(C)C)=O)C)C)(C)C tert-butyl ((1R,3aS,5aR,5bR,7aR,9S,11aR,11bR,13aR,13bR)-9-hydroxy-5a,5b,8,8,11a-pentamethyl-1-(1-methylcyclopropyl)icosahydro-3aH-cyclopenta[a]chrysen-3a-yl)carbamate